(E)-5-(((4-amino-6-hydroxy-2-mercaptopyrimidin-5-yl)imino)methyl)thiophene-2-carbonitrile NC1=NC(=NC(=C1\N=C\C1=CC=C(S1)C#N)O)S